NC([C@H](C[C@H]1C(NCC1)=O)NC([C@H](CC1CCC1)NC(=O)C=1NC2=CC=CC(=C2C1)OC)=O)=O N-[(1S)-2-[[(1S)-2-amino-2-oxo-1-[[(3S)-2-oxopyrrolidin-3-yl]methyl]ethyl]amino]-1-(cyclobutylmethyl)-2-oxo-ethyl]-4-methoxy-1H-indole-2-carboxamide